ClC=1C(=C(C=CC1)NN1C(=CC=2C(NCCC21)=O)C2=C(C=NC=C2)OCC2=NC(=CC=C2)F)OC ((3-chloro-2-methoxyphenyl)amino)-2-(3-((6-fluoropyridin-2-yl)methoxy)pyridin-4-yl)-1,5,6,7-tetrahydro-4H-pyrrolo[3,2-c]pyridin-4-one